2-[1-[2-(2-ethylphenyl)ethyl]-5-methyl-6-(1,3-oxazol-2-yl)-2,4-dioxo-1H,2H,3H,4H-thieno[2,3-d]pyrimidin-3-yl]-2-methylpropanamide C(C)C1=C(C=CC=C1)CCN1C(N(C(C2=C1SC(=C2C)C=2OC=CN2)=O)C(C(=O)N)(C)C)=O